(S)-6-((((3-chloropyridin-4-yl)methyl)(1-(6-nitropyridin-3-yl)piperidin-3-yl)amino)methyl)-9,10-difluoro-2,3-dihydro-7H-[1,4]oxazino[2,3,4-ij]quinolin-7-one ClC=1C=NC=CC1CN([C@@H]1CN(CCC1)C=1C=NC(=CC1)[N+](=O)[O-])CC1=CN2C3=C(C(=C(C=C3C1=O)F)F)OCC2